C(CCCCCCCCC\C=C/CCCCCCCC)(=O)O (11Z)-eicos-11-enoic acid